COC(NC1=NC=C(C(=C1)NC1=CC(=NC(=C1)C)C(C)(F)F)OCC)=O (4-((2-(1,1-difluoroethyl)-6-methylpyridin-4-yl)amino)-5-ethoxypyridin-2-yl)carbamic acid methyl ester